3-(4-fluoro-2-(3-fluorophenyl)pyrrolidine-1-carbonyl)bicyclo[1.1.1]pentane-1-carbaldehyde FC1CC(N(C1)C(=O)C12CC(C1)(C2)C=O)C2=CC(=CC=C2)F